1-benzyl-6-chloro-pyridin-2-one C(C1=CC=CC=C1)N1C(C=CC=C1Cl)=O